4,4''-difluoro-1,1':3',1''-terphenyl FC1=CC=C(C=C1)C1=CC(=CC=C1)C1=CC=C(C=C1)F